C(C)(C)(C)OC(=O)N1CC2(C1)CN(CC2)C=2N=CN=NC2OC2=C(C=C(C=C2)F)C(N(C(C)C)C(C)C)=O.C(CCCCCCC\C=C/CCCCCCCC)NC(CCCCCCCCCCCCCCCCC)=O N-Oleyl-stearamid tert-butyl-6-(6-(2-(diisopropylcarbamoyl)-4-fluorophenoxy)-1,2,4-triazin-5-yl)-2,6-diazaspiro[3.4]octane-2-carboxylate